C/C/1=C\\[C@@H](C2C(C/C(=C/CC1)/C)OC(=O)C2=C)O The molecule is a germacranolide derived from laurenobiolide by deacetylation. It has a role as an allergen and a metabolite. It derives from a laurenobiolide.